C(#C)C=1SC=C(N1)NC(=O)NCC1=CC=C(C=C1)C=1C=NC=C(C1)N1CCCC1 1-(2-ethynyl-thiazol-4-yl)-3-(4-(5-(pyrrolidin-1-yl)pyridin-3-yl)benzyl)urea